OC1=C(C=CC=C1)C(CCCCCCCCCCCCCCCCC)C1=CC=C(C=C1)O 1-(2-hydroxyphenyl)-1-(4-hydroxyphenyl)octadecane